FC1(CC(C1)C=1C=CC(=NC1F)[C@@H](NC(=O)[C@H]1N(C[C@@H](C1)F)C(CC1=CNC(C(=C1)C)=O)=O)C1=CC=CC=C1)F (2S,4R)-N-[(S)-[5-(3,3-difluorocyclobutyl)-6-fluoropyridin-2-yl](phenyl)methyl]-4-fluoro-1-[2-(5-methyl-6-oxo-1,6-dihydropyridin-3-yl)acetyl]pyrrolidine-2-carboxamide